C1(NC(CC12CNCCC2)=O)=O 2,7-diazaspiro[4.5]decane-1,3-dione